CC1(C2C=CC(C1)C2)C(=O)OC 5-methyl-5-Methoxycarbonyl-bicyclo[2.2.1]-hept-2-ene